1-(4-((6-chloropyridazin-3-yl)oxy)phenyl)-3-(4-fluorophenyl)-2-propen-1-one ClC1=CC=C(N=N1)OC1=CC=C(C=C1)C(C=CC1=CC=C(C=C1)F)=O